di(2-oxazolinyl)methane O1C(=NCC1)CC=1OCCN1